7-(4-bromophenyl)-2-(hydroxymethyl)-N-(isoquinolin-6-yl)-5-methyl-4,7-dihydropyrazolo[1,5-a]pyrimidine-6-carboxamide BrC1=CC=C(C=C1)C1C(=C(NC=2N1N=C(C2)CO)C)C(=O)NC=2C=C1C=CN=CC1=CC2